methyl 4-[3-(4-ethoxy-carbonylanilino) imidazo[1,2-a]pyrazin-2-yl]benzoate C(C)OC(=O)C1=CC=C(NC2=C(N=C3N2C=CN=C3)C3=CC=C(C(=O)OC)C=C3)C=C1